ferrous galactarate O=C([C@H](O)[C@@H](O)[C@@H](O)[C@H](O)C(=O)[O-])[O-].[Fe+2]